(4-(dimethylamino)piperidin-1-yl)(4-morpholino-2-(3-(m-tolyl)-1H-pyrazol-1-yl)thieno[3,2-d]pyrimidin-6-yl)methanone CN(C1CCN(CC1)C(=O)C1=CC=2N=C(N=C(C2S1)N1CCOCC1)N1N=C(C=C1)C=1C=C(C=CC1)C)C